FC=1C=2N(C=C(C1)NC(=O)C1=CC=C(C3=CN(N=C13)C)N1C[C@H](CC1)NCC(C)(C)O)C=C(N2)C N-(8-fluoro-2-methyl-imidazo[1,2-a]pyridin-6-yl)-4-[(3S)-3-[(2-hydroxy-2-methylpropyl)amino]-pyrrolidin-1-yl]-2-methyl-indazole-7-carboxamide